(NE,R)-N-[1-(3,6-dimethyl-4-oxo-2-phenyl-chromen-8-yl)ethylidene]-2-methyl-propane-2-sulfinamide CC1=C(OC2=C(C=C(C=C2C1=O)C)\C(\C)=N\[S@](=O)C(C)(C)C)C1=CC=CC=C1